N1-(1-isopropyl-1H-imidazol-2-ylmethyl)-N1-(5,6,7,8-tetrahydro-quinolin-8-yl)-butane-1,4-diamine C(C)(C)N1C(=NC=C1)CN(CCCCN)C1CCCC=2C=CC=NC12